phenyl-3-methyl-1-(thiazol-2-yl)-1H-pyrazole-4-carboxamide C1(=CC=CC=C1)C1=C(C(=NN1C=1SC=CN1)C)C(=O)N